(R)-2-(2-amino-4-chloro-7-((4-methoxy-3,5-dimethylpyridin-2-yl)methyl)-6,7-dihydro-5H-pyrrolo[2,3-d]pyrimidin-5-yl)acetic acid NC=1N=C(C2=C(N1)N(C[C@@H]2CC(=O)O)CC2=NC=C(C(=C2C)OC)C)Cl